NC1=C(C(=O)N2CCC(CC2)N2C(NC3=NC=C(C=C32)N3CC(OCC3)CO)=O)C=CC(=C1)OC(F)(F)F 1-[1-[2-amino-4-(trifluoromethoxy)benzoyl]-4-piperidyl]-6-[2-(hydroxymethyl)morpholin-4-yl]-3H-imidazo[4,5-b]pyridin-2-one